NC1=NC=2C=C(C(=CC2C2=C1C=NN2C)C(=O)N(C2CCC1=CC(=CC=C21)C(F)(F)F)C(C)C2=NC=CC=N2)F 4-amino-7-fluoro-1-methyl-N-(1-(pyrimidin-2-yl)ethyl)-N-(5-(trifluoromethyl)-2,3-dihydro-1H-inden-1-yl)-1H-pyrazolo[4,3-c]quinolin-8-carboxamide